(2S,4R)-4-amino-pyrrolidine N[C@@H]1CCNC1